FC1=C(C=CC=C1F)C(C#N)C1=NC=CC(=C1)C(F)(F)F 2-(2,3-difluorophenyl)-2-(4-(trifluoromethyl)pyridin-2-yl)acetonitrile